O=CCCCNC(OC(C)(C)C)=O tert-butyl (4-oxobutyl)carbamate